tert-butyl ((4-methyl-1-(6-(1-methyl-1H-pyrazol-4-yl)pyrazolo[1,5-a]pyrazin-4-yl)piperidin-4-yl)methyl)carbamate CC1(CCN(CC1)C=1C=2N(C=C(N1)C=1C=NN(C1)C)N=CC2)CNC(OC(C)(C)C)=O